8-(4-chlorophenyl)-2-(methylsulfinyl)-4-oxo-3,4-dihydropyrazolo[1,5-a][1,3,5]triazine-7-carbonitrile ClC1=CC=C(C=C1)C=1C(=NN2C1N=C(NC2=O)S(=O)C)C#N